ClC=1C=NC(=C(C(=O)NC2CCC(CC2)CN2C(N(C3=C2C=CC=C3)CC=3C=NC=CC3)=O)C1)C(F)(F)F 5-chloro-N-((1r,4r)-4-((2-oxo-3-(pyridin-3-ylmethyl)-2,3-dihydro-1H-benzo[d]imidazol-1-yl)methyl)cyclohexyl)-2-(trifluoromethyl)nicotinamide